5-chloro-3-((5-(5-(difluoromethyl)-1,3,4-oxadiazole-2-yl)pyridine-2-yl)methyl)-1-(1-(2-hydroxyacetyl)piperidine-4-yl)-1,3-dihydro-2H-benzo[d]imidazole-2-one ClC1=CC2=C(N(C(N2CC2=NC=C(C=C2)C=2OC(=NN2)C(F)F)=O)C2CCN(CC2)C(CO)=O)C=C1